1-(3-(4-phenyl-2H-1,2,3-triazol-2-yl)phenyl)ethan-1-ol C1(=CC=CC=C1)C1=NN(N=C1)C=1C=C(C=CC1)C(C)O